C(C)(C)(C)OC(C[C@H](N(C(=O)OCC1=CC=CC=C1)C)C(=O)O)=O N-methyl-N-carbobenzoxy-L-aspartic acid-4-tert-butyl ester